C(C)(C)(C)OC(=O)N1CCN(CC1)CC1=CC=2C(C3=CC=C(C=C3N(C2C=C1)C(=O)OC(C)(C)C)NC1=CC=CC=C1)(C)C tert-butyl 2-((4-(tert-butoxycarbonyl)piperazin-1-yl)methyl)-9,9-dimethyl-6-(phenylamino)acridine-10(9H)-carboxylate